[C@@H]12CNC[C@H]2C1NC=1C(=CN(C(C1)=O)C12CC(C1)C2)C(=O)N[C@H](C)C2=C(C(=CC=C2)C(F)F)F 4-(((1R,5S,6s)-3-azabicyclo[3.1.0]hex-6-yl)amino)-1-(bicyclo[1.1.1]pent-1-yl)-N-((R)-1-(3-(difluoromethyl)-2-fluorophenyl)ethyl)-6-oxo-1,6-dihydropyridine-3-carboxamide